N-isopropyl-N,N-dimethylamine C(C)(C)N(C)C